O1COC2=C1C=CC(=C2)C2=C(N=C(N2)C21CCC(CC2)(CC1)C(=O)N)C1=NC(=CC=C1)C 4-(5-(benzo[d][1,3]dioxol-5-yl)-4-(6-methylpyridin-2-yl)-1H-imidazol-2-yl)bicyclo[2.2.2]octane-1-carboxamide